NS(=O)(=O)C1=CC=C(C(=O)OCC)C=C1 Ethyl 4-aminosulfonylbenzoate